ClC1=C(N=C(NC1=O)C1=C(N=CS1)C)C1CCN(CC1)C(=O)C1C(C1)(F)F 5-chloro-4-[1-(2,2-difluorocyclopropanecarbonyl)-4-piperidinyl]-2-(4-methylthiazol-5-yl)-1H-pyrimidin-6-one